OC=1C=C(C=CC1O)C(C(=O)O)CO 3,4-dihydroxy-α-(hydroxymethyl)phenylacetic acid